N-(3-Cyano-4-methyl-1H-indol-7-yl)-1-(2-hydroxy-1,1-dimethylethyl)pyrazol-4-sulfonamid C(#N)C1=CNC2=C(C=CC(=C12)C)NS(=O)(=O)C=1C=NN(C1)C(CO)(C)C